COC1=CC=C(C=C1)C(C(SC1=CC=CC=C1)S(=O)(=O)C1=CC=CC=C1)=O 1-(4-methoxyphenyl)-2-(phenylsulfonyl)-2-(phenylthio)ethan-1-one